N1=C2N(C(=C1)C1=NC=C(C3=C1CNC3=O)NC3=NC=C(C=C3)N3CCN(CC3)C)CCC2 4-(6,7-dihydro-5H-pyrrolo[1,2-a]imidazol-3-yl)-7-((5-(4-methylpiperazin-1-yl)pyridin-2-yl)amino)-2,3-dihydro-1H-pyrrolo[3,4-c]pyridin-1-one